CC(CCCl)CCCCl 3-methylhexanediyl dichloride